N-(4-(methylsulfonyl)phenyl)-1-(tetrahydro-2H-pyran-4-yl)-1H-pyrazolo[3,4-d]pyrimidin-6-amine CS(=O)(=O)C1=CC=C(C=C1)NC1=NC=C2C(=N1)N(N=C2)C2CCOCC2